C(C)(C)(C)C1=CC=C(C=C1)C=1OC2=C(C1C1=C(C(C(C1(F)F)(F)F)(F)F)F)C=C(C=C2)OC 2-(4-(tert-butyl)phenyl)-5-methoxy-3-(perfluorocyclopent-1-en-1-yl)benzofuran